C(CCCCCCCCC)(=O)OC[C@@H](OC(CCCCCCCCCCCCCCCCCCCCCCC)=O)COP(=O)([O-])OCC[N+](C)(C)C 1-decanoyl-2-tetracosanoyl-sn-glycero-3-phosphocholine